5-(1-methylcyclohexyloxycarbonyl)-7-oxo-bicyclo[2.2.1]Hept-2-ene CC1(CCCCC1)OC(=O)C1C2C=CC(C1)C2=O